4-bromo-3-chloro-N-((1s,3s)-3-hydroxycyclobutyl)benzenesulfonamide BrC1=C(C=C(C=C1)S(=O)(=O)NC1CC(C1)O)Cl